2-(2,6-dioxopiperidin-3-yl)-1-oxo-N-((R)-2,2,2-trifluoro-1-(3-morpholinophenyl)ethyl)isoindoline-5-carboxamide O=C1NC(CCC1N1C(C2=CC=C(C=C2C1)C(=O)N[C@@H](C(F)(F)F)C1=CC(=CC=C1)N1CCOCC1)=O)=O